N-(3-chloro-4-fluorophenyl)-1-methyl-4-(2-oxohexahydro-1'H-spiro[oxazolidine-5,2'-pentalen]-5'-yl)-1H-imidazole-5-carboxamide ClC=1C=C(C=CC1F)NC(=O)C1=C(N=CN1C)C1CC2CC3(CC2C1)CNC(O3)=O